N1(N=CC=C1)CC1=CC2=C(C(=NO2)NS(=O)(=O)C=2C(=NC=CC2OC)OC)C(=C1F)OCF N-(6-((1H-pyrazol-1-yl)methyl)-5-fluoro-4-(fluoromethoxy)benzo[d]isoxazol-3-yl)-2,4-dimethoxypyridine-3-sulfonamide